C(C)C1=NC2=CC(=C(C=C2C(=C1C)COC([O-])=O)OC1=CC=C(C=C1)OC(F)(F)F)C 2-ethyl-3,7-dimethyl-6-[4-(trifluoromethoxy) phenoxy]-4-quinolinylmethylcarbonate